C(C)(C)C(C(NC(C(NCCN(C=O)C)=O)CCCNC(=O)N)=O)NC(CCCC(=O)[O-])=O 10-isopropyl-2-methyl-1,6,9,12-tetraoxo-7-(3-ureidopropyl)-2,5,8,11-tetraazahexadecane-16-oat